C(C)(C)(C)OC(=O)N1CC(CCC1)C(NC1=NN(C2=CC=C(C=C12)C1=C(C=C(C=C1)N)Cl)C(C1=CC=CC=C1)(C1=CC=CC=C1)C1=CC=CC=C1)=O 3-{[5-(4-Amino-2-chlorophenyl)-1-trityl-1H-indazol-3-yl]carbamoyl}piperidine-1-carboxylic acid tert-butyl ester